NC1=CC=C(CNC2=CC=C(C=C2)NC(CCCCCCC)=O)C=C1 N-(4-((4-Aminobenzyl)amino)phenyl)octanamid